FC(C(C(F)(F)OC(C(=C)C)=O)(F)F)CC(F)(F)F.FC(C(C(F)(F)OC(C=C)=O)(F)F)CC(F)(F)F.C(C(=C)C)(=O)OC(C(C(CC(F)(F)F)F)(F)F)(F)F octafluoropentyl methacrylate octafluoropentyl-acrylate octafluoropentyl-methacrylate